NC(C)(C)C=1N=C(C(=NC1)[C@@H]1C[C@H](C1)C1=NN2C(=NC=3C=C(C(=CC3C2=N1)F)OC)N)C 2-{trans-3-[5-(2-aminopropan-2-yl)-3-methylpyrazin-2-yl]cyclobutyl}-9-fluoro-8-methoxy[1,2,4]triazolo[1,5-c]quinazolin-5-amine